ClC=1C=C2C(C(=CN(C2=CC1N1CC2=NC=CC=C2C1)C1=C(C=C(C=C1)O)F)C(=O)O)=O 6-chloro-7-(5,7-dihydro-6H-pyrrolo[3,4-b]pyridin-6-yl)-1-(2-fluoro-4-hydroxyphenyl)-4-oxo-1,4-dihydro-quinoline-3-carboxylic acid